ClC=1C=CC2=C([C@@H](C[C@@H](O2)C(=O)NC23CC(C2)(C3)N3N=CC(=C3)N3C(CN(CC3)CC(F)(F)F)=O)O)C1 (2R,4R)-6-chloro-4-hydroxy-N-(3-{4-[2-oxo-4-(2,2,2-trifluoroethyl)piperazin-1-yl]-1H-pyrazol-1-yl}bicyclo[1.1.1]pentan-1-yl)-3,4-dihydro-2H-1-benzopyran-2-carboxamide